CC1(OC(OC1(C)C)C1=CC=C(C=C1)N1CCN(CC1)C(=O)OC(C)(C)C)C tert-butyl 4-(4-(4,4,5,5-tetramethyl-1,3-dioxolan-2-yl)phenyl)piperazine-1-carboxylate